N-(3-chloro-4-(pyridin-2-ylmethoxy)phenyl)-6-(piperidin-3-yl)pyrido[3,4-d]pyrimidin-4-amine ClC=1C=C(C=CC1OCC1=NC=CC=C1)NC=1C2=C(N=CN1)C=NC(=C2)C2CNCCC2